1-amino-3-(1-imidazolyl)-2-propanol NCC(CN1C=NC=C1)O